2-(4-Methoxyphenyl)-N-{3-sulfamoyl-4-[5-(trifluoromethyl)pyridin-3-yl]phenyl}acetamide COC1=CC=C(C=C1)CC(=O)NC1=CC(=C(C=C1)C=1C=NC=C(C1)C(F)(F)F)S(N)(=O)=O